NCC(=O)OCCC[Si](OC)(OC)OC gamma-glycyloxypropyl-trimethoxysilane